(Z)-13-octadecenoic acid C(CCCCCCCCCCC\C=C/CCCC)(=O)O